(R)-1-((2,2-dimethyl-2,3-dihydrobenzo[b][1,4]dioxin-5-yl)methyl)-3-(2-isopropylphenyl)piperazine CC1(COC2=C(O1)C=CC=C2CN2C[C@H](NCC2)C2=C(C=CC=C2)C(C)C)C